CC1=NN(C(=C1CC=O)C)COCC[Si](C)(C)C 2-(3,5-dimethyl-1-((2-(trimethylsilyl)ethoxy)methyl)-1H-pyrazol-4-yl)acetaldehyde